CC1NCC(NC1)=O 5-methyl-2-oxopiperazin